(2-(2,4-dioxotetrahydropyrimidin-1(2H)-yl)-1,3-dioxoisoindolin-5-yl)methane O=C1N(CCC(N1)=O)N1C(C2=CC=C(C=C2C1=O)C)=O